ClC=1C=CC=2N(C1)C=C(N2)C(=O)N(C)[C@H]2COCC=1NC(C=3C=C(C=CC3C12)F)=O (R)-6-chloro-N-(8-fluoro-6-oxo-1,4,5,6-tetrahydro-2H-pyrano[3,4-c]isoquinolin-1-yl)-N-methylimidazo[1,2-a]pyridine-2-carboxamide